ClC1=C(C=CC=C1B1OC(C(O1)(C)C)(C)C)NC1=NSC2=C1N=CC(=N2)C(OC)OC N-(2-chloro-3-(4,4,5,5-tetramethyl-1,3,2-dioxaborolan-2-yl)phenyl)-6-(dimethoxymethyl)pyrazinoisothiazol-3-amine